C(CCC(=O)O)(=O)O.C(C)N1CCC(CC1)N(C1=CC=C2C(=N1)C(=CN2C=2C(=C(C=CC2F)NS(=O)(=O)CCC)F)C=2C=NC=NC2)C N-(3-(5-((1-ethylpiperidin-4-yl)(methyl)amino)-3-(pyrimidin-5-yl)-1H-pyrrolo[3,2-b]pyridin-1-yl)-2,4-difluorophenyl)propane-1-sulfonamide monosuccinate